quercetin copper-zinc-silicon [Si].[Zn].[Cu].O1C(=C(O)C(=O)C=2C(O)=CC(O)=CC12)C1=CC(O)=C(O)C=C1